tert-butyl-(R)-6-(dimethylcarbamoyl)-8-((tetrahydrofuran-3-yl) amino)-3,4-dihydroisoquinoline-2(1H)-carboxylate C(C)(C)(C)OC(=O)N1CC2=C(C=C(C=C2CC1)C(N(C)C)=O)N[C@H]1COCC1